O1C(CCCC1)CN1N=CC(=C1)C1=C2C(=NC=C1)NC=C2 4-[1-(tetrahydro-2H-pyran-2-ylmethyl)-1H-pyrazol-4-yl]-1H-pyrrolo[2,3-b]pyridine